2-[2-[1-[5-Chloro-4-[[3-(3-hydroxy-3-methyl-butyl)-1-methyl-2-oxo-benzoimidazol-5-yl]amino]pyrimidin-2-yl]-4,4-difluoro-5-methyl-3-piperidinyl]ethyl]isoindoline-1,3-dione ClC=1C(=NC(=NC1)N1CC(C(C(C1)C)(F)F)CCN1C(C2=CC=CC=C2C1=O)=O)NC1=CC2=C(N(C(N2CCC(C)(C)O)=O)C)C=C1